2-(2-hydroxy-5-methylbenzyl)benzonitrile OC1=C(CC2=C(C#N)C=CC=C2)C=C(C=C1)C